CC1=CC=C(C=C1)S(=O)(=O)OCC\C=C/CCO (Z)-6-hydroxyhex-3-en-1-yl 4-methylbenzenesulfonate